NC([C@@H](C[C@H]1C(NCCC1)=O)C1CCC12CN(C(C2)C(=O)N)C(=O)C=2NC1=C(C=CC=C1C2)Cl)=O ((S)-2-amino-2-oxo-1-[[(3S)-2-oxo-3-piperidyl]methyl]ethyl)-6-(7-chloro-1H-indole-2-carbonyl)-6-azaspiro[3.4]octane-7-carboxamide